ClC=1C=C(C=CC1)N[C@H](C(=O)N1[C@@H]2CC([C@H]([C@H]1C(=O)N[C@H](C[C@@H]1C(NCCC1)=O)C#N)CC2)(F)F)CC2CC2 (1S,3S,4S)-2-((S)-2-((3-chlorophenyl)amino)-3-cyclopropylpropanoyl)-N-((R)-1-cyano-2-((R)-2-oxopiperidin-3-yl)ethyl)-5,5-difluoro-2-azabicyclo[2.2.2]octane-3-carboxamide